[Si](C)(C)(C(C)(C)C)OC1=CC=C(C=C1)CC(=O)O 2-(4-((t-Butyldimethylsilyl)oxy)phenyl)acetic acid